OC(CN(CCCN)CC(C)O)C N',N'-bis(2-hydroxypropyl)-1,3-propylenediamine